Cl.FC=1C(=CC2=CN(N=C2C1C)C)N 6-fluoro-2,7-dimethyl-2H-indazol-5-amine hydrochloride